6-[5-[[4-[2-(aminomethyl)-3,3-difluoro-allyl]-5-oxo-tetrazol-1-yl]methyl]-2-thienyl]-8-methyl-3,4-dihydro-1H-quinolin-2-one NCC(CN1N=NN(C1=O)CC1=CC=C(S1)C=1C=C2CCC(NC2=C(C1)C)=O)=C(F)F